(2R)-2-(6-{5-chloro-2-[(1-methyl-1H-pyrazol-4-yl)amino]pyrimidin-4-yl}-1-oxo-2,3-dihydro-1H-isoindol-2-yl)-N-[(1S)-1-(3-fluoro-5-methylphenyl)-2-hydroxyethyl]propionamide ClC=1C(=NC(=NC1)NC=1C=NN(C1)C)C1=CC=C2CN(C(C2=C1)=O)[C@@H](C(=O)N[C@H](CO)C1=CC(=CC(=C1)C)F)C